CC1(C(=NC(O1)=O)C1=CC=CC=C1)C (R)-5,5-dimethyl-4-phenyloxazolin-2-one